2-((tert-Butoxycarbonyl)amino)-3-nitrobenzoic acid ethyl ester C(C)OC(C1=C(C(=CC=C1)[N+](=O)[O-])NC(=O)OC(C)(C)C)=O